pentynyl-amine C(#CCCC)N